tert-butyl 6-[(2-bromo-3-chlorophenyl)methyl]-2,2-dimethylmorpholine-4-carboxylate BrC1=C(C=CC=C1Cl)CC1OC(CN(C1)C(=O)OC(C)(C)C)(C)C